C[C@@H]1N(C2=CC=C3C(=C2CC1)N=C(N3C3CCNCC3)[C@@H](C)C3=CC=CC=C3)C(=O)OC methyl (S)-7-methyl-2-((S)-1-phenylethyl)-3-(piperidin-4-yl)-3,7,8,9-tetrahydro-6H-imidazo[4,5-f]quinoline-6-carboxylate